(S)-3-(isoquinolin-4-yl)-2-oxo-1-(3-(trifluoromethyl)phenyl)imidazoline-4-carbonitrile C1=NC=C(C2=CC=CC=C12)N1C(N(C[C@H]1C#N)C1=CC(=CC=C1)C(F)(F)F)=O